2-(8-(6-((3S,4R)-4-(4-amino-5-chloro-2-methoxybenzamido)-3-methoxypiperidin-1-yl)hexanamido)octanamido)ethane-1-sulfonic acid NC1=CC(=C(C(=O)N[C@H]2[C@H](CN(CC2)CCCCCC(=O)NCCCCCCCC(=O)NCCS(=O)(=O)O)OC)C=C1Cl)OC